Benzothieno[3,2-h]Quinoline-2(1H)-one N1C(C=CC2=CC=C3C(=C12)SC1=C3C=CC=C1)=O